2-methyl-1,3-di-n-butyl-4,5,6,7-tetrahydrobenzimidazolium iodide [I-].CC=1N(C2=C([N+]1CCCC)CCCC2)CCCC